FCC1CN(C1)C(=O)C=1C(=NN2C1NC(=CC2=O)OCC2=CC=C(C=C2)C(C)C)C2=NC=CN=C2 3-(3-(fluoromethyl)azetidine-1-carbonyl)-5-((4-isopropylbenzyl)oxy)-2-(pyrazin-2-yl)pyrazolo[1,5-a]pyrimidin-7(4H)-one